[Cu].[Ag].[Ag].[Ag] trisilver-copper